tert-Butyl (S)-2-((1R,2R)-1-methoxy-3-(((S)-1-methoxy-1-oxo-3-(thiophen-2-yl)propan-2-yl)amino)-2-methyl-3-oxopropyl)pyrrolidine-1-carboxylate CO[C@H]([C@H](C(=O)N[C@H](C(=O)OC)CC=1SC=CC1)C)[C@H]1N(CCC1)C(=O)OC(C)(C)C